3-(2-(trifluoromethyl)-indol-3-yl)quinoxaline-2-one FC(C=1NC2=CC=CC=C2C1C=1C(NC2=CC=CC=C2N1)=O)(F)F